N1=CC(=CC=C1)NC(=O)C1=NC=NC(=C1)C1=C(C(=CC=C1)Cl)F 6-(3-chloro-2-fluoro-phenyl)-pyrimidine-4-carboxylic acid pyridin-3-yl-amide